1-(3-chloro-4-methylphenyl)-3-((2-(2,6-dioxopiperidin-3-yl)-1-oxo-1,2-dihydroisoquinolin-6-yl)methyl)urea ClC=1C=C(C=CC1C)NC(=O)NCC=1C=C2C=CN(C(C2=CC1)=O)C1C(NC(CC1)=O)=O